CC1=NN=C(C2=CC(=CC=C12)N1CCN(C2(CC2)C1)C)N[C@H](C)C1=C(C(=CC=C1)C(F)(F)F)C (R)-4-methyl-N-(1-(2-methyl-3-(trifluoromethyl)phenyl)ethyl)-7-(4-methyl-4,7-diazaspiro[2.5]octan-7-yl)phthalazin-1-amine